N,4-dimethyl-5-((7-methyl-8-oxo-9-(tetrahydro-2H-pyran-4-yl)-8,9-dihydro-7H-purin-2-yl)amino)picolinamide CNC(C1=NC=C(C(=C1)C)NC1=NC=C2N(C(N(C2=N1)C1CCOCC1)=O)C)=O